3-[4-[(3R,5R)-3,5-dimethyl-4-(4-piperidylmethyl)piperazin-1-yl]-3,5-difluoro-anilino]piperidine-2,6-dione C[C@@H]1CN(C[C@H](N1CC1CCNCC1)C)C1=C(C=C(NC2C(NC(CC2)=O)=O)C=C1F)F